2-methyl-4-oxo-3-(prop-2-ynyl)cyclopent-2-en-1-yl 2,2-dimethyl-3-(2-methylprop-1-enyl)cyclopropanecarboxylate CC1(C(C1C=C(C)C)C(=O)OC1C(=C(C(C1)=O)CC#C)C)C